O(C1=CC=CC=C1)C1=NC(=NC=C1C(=O)OCC1=CC=CC=C1)CC(F)(F)F benzyl 4-phenoxy-2-(2,2,2-trifluoroethyl)pyrimidine-5-carboxylate